N-[1-(1-acetylpiperidin-3-yl)ethyl]-2-(6-{5-chloro-2-[(oxan-4-yl)amino]pyrimidin-4-yl}-1-oxo-2,3-dihydro-1H-isoindol-2-yl)acetamide C(C)(=O)N1CC(CCC1)C(C)NC(CN1C(C2=CC(=CC=C2C1)C1=NC(=NC=C1Cl)NC1CCOCC1)=O)=O